5-(((2-aminoquinolin-7-yl)amino)methyl)cyclopentane-1,2-diol NC1=NC2=CC(=CC=C2C=C1)NCC1CCC(C1O)O